NCC1(CC1)O 1-(aminomethyl)cyclopropaneol